C1(CCC1)C=1N(C(C2=C(NC3=CN=CC=C3C2=O)N1)=O)C1=CC=CC=C1 2-cyclobutyl-3-phenylpyrimido[4,5-b][1,7]naphthyridine-4,5(3H,10H)-dione